O,O-Diethyl O-(5-carboxy-2-fluorophenyl) phosphorothioate P(OCC)(OCC)(OC1=C(C=CC(=C1)C(=O)O)F)=S